2-(3-ethyl-4-oxo-spiro[6,8-dihydro-5H-pyrazolo[4,3-c]azepine-7,4'-tetrahydropyran]-1-yl)ethyl 2-(2-methylthiazol-4-yl)acetate CC=1SC=C(N1)CC(=O)OCCN1N=C(C=2C(NCC3(CCOCC3)CC21)=O)CC